4-hydroxy-N,N,2-trimethyl-7-(pyrrolidin-1-yl)pyrido[2,3-d]pyrimidine-6-carboxamide OC=1C2=C(N=C(N1)C)N=C(C(=C2)C(=O)N(C)C)N2CCCC2